ClC=1C=C(C=CC1)NC(NC1=C(C(=O)N)C=CC(=C1)F)=O 2-[3-(3-chlorophenyl)ureido]-4-fluorobenzamide